C1(CCC1)N1N=C2C(=NNC(C2=C1)=O)C(C)C 2-cyclobutyl-7-isopropyl-5H-pyrazolo[3,4-d]pyridazin-4-one